N1C(=NC2=C1C=CC=C2)S 1H-benzoimidazole-2-thiol